O1CCC(CC1)N1C=CC2=CC(=CC=C12)OC=1N=C(C2=C(N1)C=NC=C2)O 2-[1-(oxan-4-yl)indol-5-yl]oxypyrido[3,4-d]pyrimidin-4-ol